ClC1=C(C=CC=C1)C1=CC=CC2=C1NC(=NS2(=O)=O)NCC(C)OC 5-(2-chlorophenyl)-3-((2-methoxypropyl)amino)-4H-benzo[e][1,2,4]thiadiazine 1,1-dioxide